NC1=NC(=NC=C1)N1CC(C(C(C1)F)O)(C)C (4-aminopyrimidin-2-yl)-5-fluoro-3,3-dimethylpiperidin-4-ol